NC1=C(C=CC(=C1F)NCC1=CC=C(C=C1)C(F)(F)F)NC(CCCC[C@@H](C(CCCCC)F)F)=O (6S)-N-(2-amino-3-fluoro-4-((4-(trifluoromethyl)benzyl)amino)phenyl)-6,7-difluorododecanamide